BrC1(C(N(CC1)C(=O)OC(C)(C)C)=O)C tert-butyl 3-bromo-3-methyl-2-oxo-pyrrolidine-1-carboxylate